[Si](C)(C)(C(C)(C)C)OC(C1=CC=C(C=C1)C(C#N)([2H])[2H])([2H])[2H] 2-(4-(((Tert-butyldimethylsilyl)oxy)methyl-d2)phenyl)acetonitrile-d2